N=C1C2=NC=CC=C2CC12CCNCC2 7-iminospiro[5H-cyclopenta[b]pyridine-6,4'-piperidine]